3,5-dimethyl-4-methoxypyridine nitrogen [N].CC=1C=NC=C(C1OC)C